C(C)OC(=O)C=1CN(CCC1N[C@@H](C)C1=CC=CC=C1)C(=O)OC(C)(C)C 4-((S)-1-phenyl-ethylamino)-5,6-dihydro-2H-pyridine-1,3-dicarboxylic acid 1-tert-butyl ester 3-ethyl ester